(2,7-di-tert-butylpyren-4-yl)boronic acid C(C)(C)(C)C1=CC2=CC=C3C=C(C=C4C=C(C(=C1)C2=C43)B(O)O)C(C)(C)C